8-(dimethylamino)-1-((1-hydroxycyclobutyl)methyl)-8-phenyl-3-(2-(piperazin-1-yl)pyrimidin-5-yl)-1,3-diazaspiro[4.5]decan-2-one hydrochloride Cl.CN(C1(CCC2(CN(C(N2CC2(CCC2)O)=O)C=2C=NC(=NC2)N2CCNCC2)CC1)C1=CC=CC=C1)C